CC(C(CCC)C)P(O)(=O)CC(CCCC)CC (1,2-dimethylpentyl)(2-ethylhexyl)phosphinic acid